6-(((S)-benzo[d]thiazol-7-yl(1-cyclopropyl-1H-1,2,3-triazol-4-yl)methyl)amino)-4-(((R)-1-phenylpropyl)amino)quinoline-3,8-dicarbonitrile S1C=NC2=C1C(=CC=C2)[C@@H](C=2N=NN(C2)C2CC2)NC=2C=C1C(=C(C=NC1=C(C2)C#N)C#N)N[C@H](CC)C2=CC=CC=C2